C(C)(C)(C)NC(C(CCSC)NC(OC(C)(C)C)=O)=O tert-Butyl (1-(tert-butylamino)-4-(methylthio)-1-oxobutan-2-yl)carbamate